p-nitrobenzyl bromide C1=CC(=CC=C1CBr)[N+](=O)[O-]